3',4',5',6,7,8-hexahydroxyisoflavone OC=1C=C(C2=COC3=C(C(=C(C=C3C2=O)O)O)O)C=C(C1O)O